(3-(cyclopropylmethoxy)pyridin-2-yl)methylamine C1(CC1)COC=1C(=NC=CC1)CN